8-(2-(dimethylamino)ethyl)-1,6-dihydro-2H-oxazolo[4,5-e]indol-2-one CN(CCC1=CNC2=CC=C3C(=C12)NC(O3)=O)C